N1N=CC2=CC=C(C=C12)CN(C1=NC=C(C=C1)COCCN1CCOCC1)CC1=CC(=CC=C1)OC N-((1H-indazol-6-yl)methyl)-N-(3-methoxybenzyl)-5-((2-morpholinoethoxy)methyl)pyridin-2-amine